C(C1=CC=CC=C1)(=O)NC=1C=2N=CN([C@H]3[C@@H]4OC[C@]([C@H]4O)(CO)O3)C2N=CN1 N6-benzoyl-2'-O,4'-C-methyleneadenosine